C(C)(=O)NC=1SC(=C(N1)C)C1=CC2=C(C(=N1)NC(=O)C1C(C1)C#N)C(N(C2)[C@@H](C)C2CC2)=O N-(6-(2-acetamido-4-methylthiazol-5-yl)-2-((S)-1-cyclopropylethyl)-3-oxo-2,3-dihydro-1H-pyrrolo[3,4-c]pyridin-4-yl)-2-cyanocyclopropane-1-carboxamide